C1(CCC1)NC1=CC(=NC=C1)NC(=O)C1OCCC1 N-[4-(cyclobutylamino)pyridin-2-yl]Oxacyclopentane-2-carboxamide